ethyl (E)-2-[p-(m-chlorophenoxy)benzoylamino]-5,5-dimethyl-3-hexenoate ClC=1C=C(OC2=CC=C(C(=O)NC(C(=O)OCC)\C=C\C(C)(C)C)C=C2)C=CC1